4'-(pyridine-2-ylmethylene) diphenyl disulfate sodium salt [Na].S(=O)(=O)(OC(C1=NC=CC=C1)OS(=O)(=O)OC1=CC=CC=C1)OC1=CC=CC=C1